N-[3-(6-chloro-1,3-benzothiazol-2-yl)-1-bicyclo[1.1.1]pentanyl]-5-(cyclopropylmethylsulfonyl)furan-2-carboxamide ClC1=CC2=C(N=C(S2)C23CC(C2)(C3)NC(=O)C=3OC(=CC3)S(=O)(=O)CC3CC3)C=C1